4-chloro-L-phenylalanine ClC1=CC=C(C[C@H](N)C(=O)O)C=C1